C(C)OC=1C=CC(=NC1)C=1N(C(=NN1)[C@@H]1C[C@H](C1)NC(=O)C1=[N+](C=CC=C1)[O-])C1=C(C=CC=C1)F 2-((trans-3-(5-(5-ethoxypyridin-2-yl)-4-(2-fluorophenyl)-4H-1,2,4-triazol-3-yl)cyclobutyl)carbamoyl)pyridine 1-oxide